CN(CCCCN1N=CC=C(C1=O)C1=CC=CC=C1)CC1CCOCC1 2-(4-(methyl((tetrahydro-2H-pyran-4-yl)methyl)amino)butyl)-4-phenylpyridazin-3(2H)-one